C(C1=CC=CC=C1)OC1=NC=C(C(=C1[N+](=O)[O-])C)Br 2-(benzyloxy)-5-bromo-4-methyl-3-nitropyridine